3-ethoxy-4-methoxy-α-[(methylsulfonyl)methyl]-benzylamine C(C)OC=1C=C(C(CS(=O)(=O)C)N)C=CC1OC